ClC=1C(=NC(=NC1)N1N=C(C=C1C)C)NC1=CC2=C(N(C(N2CCC(CCO)(C)O)=O)C)C=C1 5-((5-Chloro-2-(3,5-dimethyl-1H-pyrazol-1-yl)pyrimidin-4-yl)amino)-3-(3,5-dihydroxy-3-methylpentyl)-1-methyl-1,3-dihydro-2H-benzo[d]imidazol-2-on